tert-butyl 9-hydroxy-9-[[4-(4-nitrophenyl) piperazin-1-yl] methyl]-3-azaspiro[5.5]undecane-3-carboxylate OC1(CCC2(CCN(CC2)C(=O)OC(C)(C)C)CC1)CN1CCN(CC1)C1=CC=C(C=C1)[N+](=O)[O-]